C1(CC1)C1=C(C=CC=C1)[C@H]1NCCC1 (S)-2-(2-cyclopropylphenyl)pyrrolidin